O1CC(CC1)CS(=O)(=O)NCC1=CC=C(C=C1)C1=NOC(=N1)C(F)(F)F 1-tetrahydrofuran-3-yl-N-[[4-[5-(trifluoromethyl)-1,2,4-oxadiazol-3-yl]phenyl]methyl]methanesulfonamide